dihydrogen phosphate, pyrophosphate salt OP(O)(=O)OP(=O)(O)O.P(=O)(O)(O)O